tert-butyl 4-(4-((1-methyl-3-(trifluoromethyl)-1H-pyrazol-5-yl)methoxy)phenyl)-1H-imidazole-1-carboxylate CN1N=C(C=C1COC1=CC=C(C=C1)C=1N=CN(C1)C(=O)OC(C)(C)C)C(F)(F)F